3-(2-Methoxybenzoyl)-2-(2-bromoacetamido)-4H,5H,6H-cyclopenta[b]thiophene-5-carboxylic acid methyl ester COC(=O)C1CC2=C(SC(=C2C(C2=C(C=CC=C2)OC)=O)NC(CBr)=O)C1